(R)-tert-butyl (1-(3-(1-methyl-1,2,3,6-tetrahydropyridin-4-yl)-6-nitroisoquinolin-1-yl)pyrrolidin-3-yl)carbamate CN1CCC(=CC1)C=1N=C(C2=CC=C(C=C2C1)[N+](=O)[O-])N1C[C@@H](CC1)NC(OC(C)(C)C)=O